P(=O)([O-])([O-])[O-].[K+].[K+].[K+] tri-Potassium phosphate